FC(C=1C(=C(C=C(C1)C)O)C=1N=NC(=CC1)N1C[C@H](OCC1)CO)F 3-(difluoromethyl)-2-[6-[(2S)-2-(hydroxymethyl)morpholin-4-yl]pyridazin-3-yl]-5-methyl-phenol